C(C1=CC=CC=C1)N1CCC2(CC1)CN(C=1N=NC(=CC12)C1=C(C=CC=C1)O)CC1=C(C=C(C=C1)OC)OC benzyl-7-[(2,4-dimethoxyphenyl)methyl]-3-(2-hydroxyphenyl)spiro[6H-pyrrolo[2,3-c]pyridazine-5,4'-piperidine]